O=C1N(C(CC1)=O)N(C([O-])=O)C(C(OC)OC)C 2,5-dioxopyrrolidin-1-yl(1,1-dimethoxypropan-2-yl)carbamate